O=CCC(=O)OCC ethyl 3-oxopropanoate